2,5-di-t-butyl-1,4-bis(2-ethoxyethoxy)benzene Vanadium [V].C(C)(C)(C)C1=C(C=C(C(=C1)OCCOCC)C(C)(C)C)OCCOCC